CNC(CN1CCOCC1)=O N-methyl-2-morpholinoacetamide